COC=1C=C(\C=N\NC(=O)C2=NC(=NC=C2)C2=CC=C(C=C2)OCC)C=C(C1)OC (E)-N'-(3,5-dimethoxybenzylidene)-2-(4-ethoxyphenyl)pyrimidine-4-carbohydrazide